C(C)N(C([C@H](C)O)=O)CCN1CCC(CC1)N1N=CC2=CC(=CC=C12)F (2S)-N-ethyl-N-{2-[4-(5-fluoro-1H-indazol-1-yl)piperidin-1-yl]ethyl}-2-hydroxypropionamide